C(C1=CC=CC=C1)OC1=CC=C2C(=C(C=NC2=C1)C(=C)C)C1=CC=C(C=C1)F 7-benzyloxy-4-(4-fluorophenyl)-3-isopropenyl-quinoline